OCC=1C=C(C=CC1C)CCC(=O)[O-] 3-[3-(hydroxymethyl)-4-methylphenyl]propanoate